N-(methylsulfaneylidene)-4-trifluoromethylbenzenesulfonamide CS=NS(=O)(=O)C1=CC=C(C=C1)C(F)(F)F